C(C1=CC=CC=C1)OC1=CC(=CC2=C1OCO2)C(=O)OC methyl 7-benzyloxybenzo[d][1,3]dioxole-5-carboxylate